1,3-bis(4-tert-butoxycarbonyl-aminophenoxy)benzene C(C)(C)(C)OC(=O)C1=CC(=C(OC2=CC(=CC=C2)OC2=C(C=C(C=C2)C(=O)OC(C)(C)C)N)C=C1)N